FC(OC1=NC(=CC=C1NC(=O)C1(CCC(CC1)S(=O)(=O)O)C1=C(C=CC=C1)C(C)C)OC)F 4-((2-(difluoromethoxy)-6-methoxypyridin-3-yl)carbamoyl)-4-(2-isopropylphenyl)cyclohexane-1-sulfonic acid